4-(3-((1r,3R,5S,7r)-3,5-dimethyladamantan-1-yl)ureido)-N-(9-(hydroxyamino)-9-oxononyl)benzamide C[C@]12CC3(CC(C[C@@](C1)(C3)C)C2)NC(NC2=CC=C(C(=O)NCCCCCCCCC(=O)NO)C=C2)=O